NC1=C(N=NC(=C1)C(F)(F)F)C(=O)N1CCC=2N(N=C3CCN(C[C@H]1C23)C(C=C)=O)C2=C(C=C(C=C2)C2CC2)O |o1:24| (R or S)-1-(5-(4-amino-6-(trifluoromethyl)pyridazine-3-carbonyl)-2-(4-cyclopropyl-2-hydroxyphenyl)-2,3,4,5,5a,6,8,9-octahydro-7H-1,2,5,7-tetraazabenzo[cd]azulen-7-yl)prop-2-en-1-one